5-hydroxymethyl-2,4-dihydro-[1,2,4]triazole OCC=1NCNN1